C(C=C)N1NC2=NC(=NC=C2C1=O)SC 2-allyl-6-(methylthio)-1,2-dihydro-3H-pyrazolo[3,4-d]pyrimidin-3-one